C(#N)CN1C(C2=C(CC1)SC(=C2)C(=O)OCC)=O ethyl 5-(cyanomethyl)-4-oxo-4,5,6,7-tetrahydrothieno[3,2-c]pyridine-2-carboxylate